C(C1=CC=CC=C1)C=1C=2CC[C@H]3N(C2N=CC1)CCN(C3)CC3=CC=CC=C3 (R)-4,8-dibenzyl-6,6a,7,8,9,10-hexahydro-5H-pyrazino[1,2-a][1,8]naphthyridine